FC=1C=C(OC2=CC=C3CCN(CC3=C2)C(=O)C2=CN=C(S2)NC(C=C)=O)C=CC1C(F)(F)F N-(5-(7-(3-fluoro-4-(trifluoromethyl)phenoxy)-1,2,3,4-tetrahydro-isoquinoline-2-carbonyl)-thiazol-2-yl)acrylamide